(cis)-(5R,7S)-7-(3-(2-(1H-pyrrolo[2,3-b]pyridin-3-yl)thiazol-4-yl)phenyl)-5-methyl-6,7-dihydro-5H-cyclopenta[b]pyridine-5,7-diol N1C=C(C=2C1=NC=CC2)C=2SC=C(N2)C=2C=C(C=CC2)[C@]2(C[C@](C=1C2=NC=CC1)(O)C)O